C(C)OC(C(CC1=CC=C(C=C1)OCCOCC)N1CCNCCNCCNCC1)=O 3-[4-(2-ethoxyethoxy)phenyl]-2-(1,4,7,10-tetraazacyclododecane-1-yl)propionic acid ethyl ester